7-cyano-1-(3-(difluoromethoxy)phenyl)-3,3-dimethyl-N-(3-methyl-1,1-dioxidothietan-3-yl)-2-oxoindoline-5-carboxamide C(#N)C=1C=C(C=C2C(C(N(C12)C1=CC(=CC=C1)OC(F)F)=O)(C)C)C(=O)NC1(CS(C1)(=O)=O)C